FC=1C(=C(C=CC1)CN1C(CCC1=O)CC(=O)O)C(F)(F)F 2-[1-[[3-fluoro-2-(trifluoromethyl)phenyl]methyl]-5-oxopyrrolidine-2-yl]acetic acid